C(CCC)OC1=NN2C(C(=N1)N)=NC=C2CC2=C(C=C(C=C2)OC2CN(CC2)CC)F 2-butoxy-7-(4-((1-ethylpyrrolidin-3-yl)oxy)-2-fluorobenzyl)imidazo[2,1-f][1,2,4]triazin-4-amine